BrC1=CC(=C(C=C1)I)I 4-bromo-1,2-diiodobenzene